4-(4,4,5,5-tetramethyl-[1,3,2]dioxaborolan-2-yl)-1-trityl-1H-pyrazole CC1(OB(OC1(C)C)C=1C=NN(C1)C(C1=CC=CC=C1)(C1=CC=CC=C1)C1=CC=CC=C1)C